C(C)C1=C(OCCCSCC=2NC(NC2)=O)C=CC(=C1)CC 4-[(2,4-Diethylphenoxypropylsulfanyl)methyl]1,3-dihydroimidazol-2-one